The molecule is a tetracyclic triterpenoid that is 4,4,8-trimethylandrosta-1,14-diene substituted by a oxo groups at positions 3 and 16, an acetoxy group at position 7 and a 2-oxo-2,5-dihydrofuran-3-yl group at position 17. It has been isolated from Azadirachta indica. It has a role as a metabolite and a plant metabolite. It is an acetate ester, a cyclic terpene ketone, a limonoid, a tetracyclic triterpenoid and a butenolide. CC(=O)O[C@@H]1C[C@@H]2[C@](C=CC(=O)C2(C)C)([C@@H]3[C@@]1(C4=CC(=O)[C@H]([C@]4(CC3)C)C5=CCOC5=O)C)C